BrC=1C=C(C=2N(C1)C(=C(N2)C(=O)O)C)F 6-Bromo-8-fluoro-3-methylimidazo[1,2-a]pyridine-2-carboxylic acid